NC=1C(=NC(=CC1)Cl)C(=O)OC methyl 3-amino-6-chloro-pyridine-2-carboxylate